1-(1H-imidazol-1-ylmethyl)-4-phenylpyrrolidin-2-one N1(C=NC=C1)CN1C(CC(C1)C1=CC=CC=C1)=O